OC=1C=C(C=C(C1O)O)CN1C(C2=CC=3C(N(C(C3C=C2C1=O)=O)CC1=CC(=C(C(=C1)O)O)O)=O)=O 2,6-di(3,4,5-trihydroxyphenylmethyl)-pyrrolo[3,4-f]isoindole-1,3,5,7-tetraone